tert-Butyl N-(7-{[N-(3-fluoro-1,1-dioxo-2,3-dihydro-1λ6-benzothiophen-7-yl)acetamido]methyl}quinolin-2-yl)carbamate FC1CS(C2=C1C=CC=C2N(C(C)=O)CC2=CC=C1C=CC(=NC1=C2)NC(OC(C)(C)C)=O)(=O)=O